(2R)-3-(3,4-dihydro-1H-isoquinolin-2-yl)-2-hydroxy-propyl-8-[[(2R)-2-(methoxymethyl)pyrrolidin-1-yl]methyl]-2,3-dihydro-1,4-benzoxazepin-5-one C1N(CCC2=CC=CC=C12)CC(C[C@H]1OC2=C(C(NC1)=O)C=CC(=C2)CN2[C@H](CCC2)COC)O